dihydro-2H-1,4-benzoxazine-6-carboxylate O1CCNC2=C1C=CC(=C2)C(=O)[O-]